ClC=1C=C(C=CC1Cl)NC1=CC=2C(C3=CC=CC=C3N(C2C=C1)CCNC(OC(C)(C)C)=O)(C)C tert-butyl 2-(2-(3,4-dichlorophenylamino)-9,9-dimethylacridin-10(9H)-yl)ethylcarbamate